m-methylacetophenone CC=1C=C(C=CC1)C(C)=O